BrC1=C(C=NN1C1CCC1)C(=O)OCC ethyl 5-bromo-1-cyclobutyl-1H-pyrazole-4-carboxylate